The molecule is a non-proteinogenic L-alpha-amino acid obtained by formal condensation of the 3-oxo group of L-topaquinone with the amino group of 2-phenylethylamine. It has a role as a metabolite. It derives from a L-topaquinone and a 2-phenylethylamine. C1=CC=C(C=C1)CCN=C2C=C(C(=CC2=O)O)C[C@@H](C(=O)O)N